BrC=1C=CC2=C(C(=CO2)CC(C)N)C1 1-(5-bromobenzofuran-3-yl)propan-2-amine